C(C)C1=C(C=CC=C1)C1=CC(=C(C=C1)C1CN(CC1)C(C1=NC=C(C=C1)F)=O)C(=O)N 2'-ethyl-4-(1-(5-fluoropicolinoyl)pyrrolidin-3-yl)biphenyl-3-carboxamide